C(C)OC1=C(C=CC=C1)NCC(CC1=NNC(N1)=S)O 3-[3-(2-ethoxyphenylamino)-2-hydroxypropyl]-1H-1,2,4-triazole-5(4H)-thione